tert-butyl (3S)-3-((4-(2-(4-(cyclopropanecarbonylamino)-2,3-difluoro-phenoxy)-3-pyridyl)pyrimidin-2-yl)amino)piperidine-1-carboxylate C1(CC1)C(=O)NC1=C(C(=C(OC2=NC=CC=C2C2=NC(=NC=C2)N[C@@H]2CN(CCC2)C(=O)OC(C)(C)C)C=C1)F)F